C(C)OC(=O)C1=NC=C(C2=CC=CC=C12)C(C)N(C(=O)NC1=CC(=C(C=C1)F)Cl)C 4-(1-(3-(3-Chloro-4-fluorophenyl)-1-methylureido)ethyl)isoquinoline-1-carboxylic acid ethyl ester